NC1=NC(=C2N=CN(C2=N1)[C@H]1C=C[C@H](C1)CO)OC1CCC1 ((1S,4R)-4-(2-amino-6-cyclobutoxy-9H-purin-9-yl)cyclopent-2-en-1-yl)methanol